C[Si](C)(C)C#CC1=CC=C(C=C)C=C1 4-(trimethylsilylethynyl)styrene